OCCOCCNC(OCC1=CC=CC=C1)=O benzyl (2-(2-hydroxyethoxy)-ethyl)carbamate